C1(=CC=CC=C1)C=1C=C(C(=CC1)C)C 4-phenylxylene